5-Cyano-3,4-dimethyl-N-(3-(1-methyl-2-oxo-1,2-dihydropyridin-3-yl)-1H-indazol-5-yl)picolinamide C(#N)C=1C(=C(C(=NC1)C(=O)NC=1C=C2C(=NNC2=CC1)C=1C(N(C=CC1)C)=O)C)C